C(CCCCC)C(C(=O)O)CCCCCCCC 2-hexyldecanoic acid